4-[(1S,2R)-6-t-butoxy-2-phenyl-tetrahydronaphthalen-1-yl]phenol C(C)(C)(C)OC=1C=C2CC[C@H]([C@H](C2=CC1)C1=CC=C(C=C1)O)C1=CC=CC=C1